COCCOC=1C=C(C=CC1)C=1OC2=C(CN(CC2)C=2N=CC3=C(N2)CCS3=O)N1 2-(2-(3-(2-methoxyethoxy)phenyl)-6,7-dihydrooxazolo[4,5-c]pyridin-5(4H)-yl)-6,7-dihydrothieno[3,2-d]pyrimidine 5-oxide